FC1=C(C=CC=C1)C1=C(C(=CC=C1)C1=NC=2CCNCC2C=C1)C 2-(2'-Fluoro-2-methyl-[1,1'-biphenyl]-3-yl)-5,6,7,8-tetrahydro-1,6-naphthyridine